C[N-]CCC N-methyl-propylamide